C(CCCCCC\C=C/CC=CCC=CCC=CCC)(=O)O (Z)-8,11,14,17-eicosatetraenoic acid